ClC=1C=CC(=NC1)COC1=NN=C(S1)C1=NC(=CC(=C1C(=O)N)C1=C(C=CC=C1OC)F)C (5-((5-chloropyridin-2-yl)methoxy)-1,3,4-thiadiazol-2-yl)-4-(2-fluoro-6-methoxyphenyl)-6-methylpyridine-3-carboxamide